1-isopropyl-3-(6-(4-isopropyl-4H-1,2,4-triazol-3-yl)pyridin-2-yl)-7-methyl-6-nitroquinolin-4(1H)-one C(C)(C)N1C=C(C(C2=CC(=C(C=C12)C)[N+](=O)[O-])=O)C1=NC(=CC=C1)C1=NN=CN1C(C)C